4-[1-(difluoromethyl)-3-(5-fluoro-2-pyridinyl)pyrazol-4-yl]-1H-pyrrolo[2,3-b]pyridine FC(N1N=C(C(=C1)C1=C2C(=NC=C1)NC=C2)C2=NC=C(C=C2)F)F